Tert-butyl 4-(3-methoxy-4-(4,4,5,5-tetramethyl-1,3,2-dioxaborolan-2-yl)phenyl)piperazine-1-carboxylate COC=1C=C(C=CC1B1OC(C(O1)(C)C)(C)C)N1CCN(CC1)C(=O)OC(C)(C)C